OC1=C(C(=O)NC2CCC(CC2)OC)C=C(C=N1)N1C=NC=C1 2-hydroxy-5-(1H-imidazol-1-yl)-N-((1r,4r)-4-methoxycyclohexyl)nicotinamide